O=C(CCCCCCC(=O)OC(CCCCCCCC)CCCCCCCC)CCCCCCC(=O)OC(CCCCCCCC)CCCCCCCC di(heptadecan-9-yl) 8-oxopentadecanedioate